C(C)(C)(C)OC(=O)N1C(CCC1)C=1C=C(C=C2CCN(CC12)C(=O)C1=NN(C=C1)C1CC1)C=1C=C2C(=NC1)NC=C2C 2-(2-(1-cyclopropyl-1H-pyrazole-3-carbonyl)-6-(3-methyl-1H-pyrrolo[2,3-b]pyridin-5-yl)-1,2,3,4-tetrahydroisoquinolin-8-yl)pyrrolidine-1-carboxylic acid tert-butyl ester